methyl-o-bromophenyl-sulfimide CS(=N)C1=C(C=CC=C1)Br